4-(carbazol-9-yl)butylphosphonic acid C1=CC=CC=2C3=CC=CC=C3N(C12)CCCCP(O)(O)=O